ClC=1C=C(C=CC1)[C@H](C(=O)N1CC2=C(N=C(NC2=O)C2(CC2)C=2SC=C(C2)C)CC1)O (R)-6-(2-(3-chlorophenyl)-2-hydroxyacetyl)-2-(1-(4-methylthiophene-2-yl)cyclopropyl)-5,6,7,8-tetrahydropyrido[4,3-d]pyrimidin-4(3H)-one